tert-butyl 3-(5-(1-ethyl-1,4,5,6-tetrahydropyrrolo[3,4-c]pyrazole-5-carbonyl)-7-(1-ethyl-1H-pyrazol-5-yl)-1H-indol-2-yl)-5,6-dihydropyridine-1(2H)-carboxylate C(C)N1N=CC2=C1CN(C2)C(=O)C=2C=C1C=C(NC1=C(C2)C2=CC=NN2CC)C=2CN(CCC2)C(=O)OC(C)(C)C